COCl Monochloro Monomethyl Ether